1-(((6-(Tert-butoxy)-6-oxohexanoyl)oxy)methyl)-5-(4-(hexyloxy)-1,2,5-thiadiazol-3-yl)-1-methyl-1,2,3,6-tetrahydropyridin-1-ium iodide [I-].C(C)(C)(C)OC(CCCCC(=O)OC[N+]1(CCC=C(C1)C1=NSN=C1OCCCCCC)C)=O